FCC1(CC1)CNC=1C=C(C(=O)OCC)C=CC1[N+](=O)[O-] Ethyl 3-(((1-(fluoromethyl) cyclopropyl) methyl) amino)-4-nitrobenzoate